(4-(Oxetan-3-yl)piperazin-1-yl)-N-(3-phenylpropyl)-1H-benzo[d]imidazole-1-carboxamide O1CC(C1)N1CCN(CC1)C1=NC2=C(N1C(=O)NCCCC1=CC=CC=C1)C=CC=C2